C(C)C1=CC=C(C=C1)S(=O)(=O)C=1C=NC2=CC=C(C=C2C1NN1CCOCC1)OC(F)(F)F N-(3-((4-ethylphenyl)sulfonyl)-6-(trifluoromethoxy)quinolin-4-yl)morpholin-4-amine